FC=1C(=NC(=NC1)C(=O)OC)COC methyl 5-fluoro-4-(methoxymethyl)pyrimidine-2-carboxylate